bicyclo[6.1.0]non-4-yn-9-yl-glutarate C12CCC#CCCC2C1OC(CCCC(=O)[O-])=O